CC1(OC[C@H](O1)C(C(C(=O)OCC)(F)C)C(C1=CC=CC=C1)=O)C ethyl 3-((R)-2,2-dimethyl-1,3-dioxolanyl)-3-benzoyl-2-methyl-2-fluoropropionate